1,5-dihydro-N-(1-methylethyl)-5-oxo-4H-1,2,4-triazole-4-carboxamide CC(C)NC(=O)N1C=NNC1=O